C1(CC1)CN1N=C2C3=C(CC4(C2=C1)CC4)OC(=C3C)C(=O)O 2'-(Cyclopropylmethyl)-8'-methyl-2',5'-dihydrospiro[cyclopropane-1,4'-furo[2,3-g]indazole]-7'-carboxylic acid